4-chloro-3-((3-methoxy-2,6-dimethylphenyl)amino)-6-methylpyridinecarbonitrile ClC1=C(C(=NC(=C1)C)C#N)NC1=C(C(=CC=C1C)OC)C